(E)-5-(1,3-dithian-2-yl)hex-2-enoic acid ethyl ester C(C)OC(\C=C\CC(C)C1SCCCS1)=O